C(CCC)C1=CC=C(C=C1)C#CC1=CC=C(C=C1)C1=C(C=C(N)C=C1F)F 4-[4-[2-(4-butylphenyl)ethynyl]phenyl]-3,5-difluoro-aniline